N1-(2-((4,4-dimethylcyclohexyl)amino)phenyl)-N4,N4-dimethylbenzene-1,4-disulfonamide CC1(CCC(CC1)NC1=C(C=CC=C1)NS(=O)(=O)C1=CC=C(C=C1)S(=O)(=O)N(C)C)C